Cl.Cl.CC1=C(C=CC(=C1)C=1C=2N(C=CN1)N=CC2)CN (2-methyl-4-(pyrazolo[1,5-a]pyrazin-4-yl)phenyl)methanamine dihydrochloride